C12OCC(CC1)(CC2)COC[C@@H](N)C2=CC=C(C(=O)OC)C=C2 methyl (S)-4-(2-((2-oxabicyclo[2.2.2]octan-4-yl)methoxy)-1-aminoethyl)benzoate